T-butyl {(3S)-6-[2-(6-bromopyridine-2-carbonyl)hydrazinyl]-6-oxohexan-3-yl}carbamate BrC1=CC=CC(=N1)C(=O)NNC(CC[C@H](CC)NC(OC(C)(C)C)=O)=O